N-(p-chlorophenyl)hydroxylamine ClC1=CC=C(C=C1)NO